2,4-dihydroxy-3,6-dimethylbenzoate OC1=C(C(=O)[O-])C(=CC(=C1C)O)C